(1S,3aS,6aR)-N-((R)-1-cyano-2-((S)-2-oxopyrrolidin-3-yl)ethyl)-2-(4-methoxy-1H-indole-2-carbonyl)-5,5-difluorooctahydrocyclopenta[c]pyrrole-1-carboxamide C(#N)[C@@H](C[C@H]1C(NCC1)=O)NC(=O)[C@H]1N(C[C@@H]2[C@H]1CC(C2)(F)F)C(=O)C=2NC1=CC=CC(=C1C2)OC